NC1=NC=2C=CC(=CC2C2=C1COC2)C(=O)N(CC2=NC=C(C=C2)C(F)(F)F)[C@@H]2COCC[C@H]2OC 4-amino-N-((3R,4R)-4-methoxytetrahydro-2H-pyran-3-yl)-N-((5-(trifluoromethyl)-2-pyridinyl)methyl)-1,3-dihydrofuro[3,4-c]quinoline-8-carboxamide